CO[C@@H]([C@H](NC(C[C@H]1N(C(CC1)=O)CC1=C(C(=CC(=C1)F)F)F)=O)C(=O)OCCS(=O)(=O)C)C 2-(Methylsulfonyl)ethyl O-methyl-N-(2-((S)-5-oxo-1-(2,3,5-trifluorobenzyl)pyrrolidin-2-yl)acetyl)-L-threoninate